C(CCCCCC)OCCOCCOCCOCCCCCCC Triethylene glycol diheptyl ether